[BH4-].[NH4+].C[N+]1(CCCC1)C.[BH4-] N,N-dimethylpyrrolidinium ammonium borohydride